N-(5-(2-(5-oxa-8-azaspiro[3.5]nonan-8-yl)acetamido)-2-methylpyridin-3-yl)-2-(1-methyl-1H-pyrazol-4-yl)-1H-pyrrolo[2,3-b]pyridine-5-carboxamide C1CCC12OCCN(C2)CC(=O)NC=2C=C(C(=NC2)C)NC(=O)C=2C=C1C(=NC2)NC(=C1)C=1C=NN(C1)C